6-(2,8-dimethylimidazo[1,2-b]pyridazin-6-yl)-8-fluoro-N-[[(2R)-1-methyl-2-piperidinyl]methyl]imidazo[1,2-a]pyridine-2-carboxamide CC=1N=C2N(N=C(C=C2C)C=2C=C(C=3N(C2)C=C(N3)C(=O)NC[C@@H]3N(CCCC3)C)F)C1